NC=1C(NC2=CC=CC=C2C1O)=O 3-Amino-4-hydroxyquinolone